dicyclohexyl(2',6'-dimethoxy-[1,1'-biphenyl]-2-yl)phosphine C1(CCCCC1)P(C1=C(C=CC=C1)C1=C(C=CC=C1OC)OC)C1CCCCC1